OC=1C=C2C(=C(C(N(C2=CC1)C)=O)C#N)N1CCC(CC1)(C=1OC2=C(N1)C=C(C=C2)C)C 6-hydroxy-1-methyl-4-[4-methyl-4-(5-methyl-1,3-benzooxazol-2-yl)piperidin-1-yl]-2-oxo-1,2-dihydroquinoline-3-carbonitrile